6,6-Difluoro-1,4-oxazepane hydrochloride Cl.FC1(CNCCOC1)F